C(CO)(=O)[O-].C(CO)(=O)[O-].C(CO)(=O)[O-].[Ti+3] titanium Triglycolate